((1R,3S)-3-((5-chloro-4-(7-cyano-2,2-dimethyl-2,3-dihydro-1H-pyrrolizin-5-yl)pyridin-2-yl)carbamoyl)cyclohexanyl)carbamic acid tert-butyl ester C(C)(C)(C)OC(N[C@H]1C[C@H](CCC1)C(NC1=NC=C(C(=C1)C=1N2CC(CC2=C(C1)C#N)(C)C)Cl)=O)=O